CCCCCCCCCCCCCC(=O)OC[C@H](COP(=O)([O-])OCC[N+](C)(C)C)OC(=O)CC/C=C\\C/C=C\\C/C=C\\C/C=C\\C/C=C\\C/C=C\\CC The molecule is a phosphatidylcholine 36:6 in which the acyl groups at positions 1 and 2 tetradecanoyl and (4Z,7Z,10Z,13Z,16Z,19Z)-docosahexaenoyl respectively. It is a phosphatidylcholine 36:6 and a tetradecanoate ester. It derives from an all-cis-docosa-4,7,10,13,16,19-hexaenoic acid.